2-mercaptoethyl-2,3-dimercaptosuccinate SCCOC(C(C(C(=O)[O-])S)S)=O